C(C)OC(=O)C=1N=C(SC1N1CCOCC1)C(F)(F)F 5-morpholino-2-(trifluoromethyl)thiazole-4-carboxylic acid ethyl ester